N-(5-cyclopropyl-1H-pyrazol-3-yl)-2-(1,4-dioxa-8-azaspiro[4.5]decan-8-yl)quinazolin-4-amine C1(CC1)C1=CC(=NN1)NC1=NC(=NC2=CC=CC=C12)N1CCC2(OCCO2)CC1